(naphthyl)(Dibenzofuranylphenyl)(spirobifluorenyl)amine C1(=CC=CC2=CC=CC=C12)N(C=1C2(C3=CC4=CC=CC=C4C3=CC1)C=CC=C1C3=CC=CC=C3C=C12)C1=C(C=CC=C1)C1=CC=CC=2OC3=C(C21)C=CC=C3